[Cl-].[Na+].N1(CCCCCC1)CC(=O)NC=1C(=CSC1C)C(=O)O 4-(2-(azepan-1-yl)acetamido)-5-methylthiophene-3-carboxylic acid sodium chloride